FC1=C(C=CC(=C1)F)N1N=C(C2=CC=CC=C2C1=O)N1C[C@@H](CCCC1)N(C(OC(C)(C)C)=O)C tert-butyl (R)-(1-(3-(2,4-difluorophenyl)-4-oxo-3,4-dihydrophthalazin-1-yl)azepan-3-yl)(methyl)carbamate